1-chloro-9,10-diphenylanthracene ClC1=CC=CC2=C(C3=CC=CC=C3C(=C12)C1=CC=CC=C1)C1=CC=CC=C1